2-((4-Amino-3-(4-hydroxyphenyl)-1H-pyrazolo[3,4-d]pyrimidin-1-yl)methyl)-3-(2-chlorobenzyl)-5-(6-oxo-6-(piperidin-1-yl)hex-1-yn-1-yl)quinazolin-4(3H)-one NC1=C2C(=NC=N1)N(N=C2C2=CC=C(C=C2)O)CC2=NC1=CC=CC(=C1C(N2CC2=C(C=CC=C2)Cl)=O)C#CCCCC(N2CCCCC2)=O